COC1=CC=CC=C1NC(=O)CCl 2-chloro-N-(2-methoxyphenyl)acetamide